(R)-4-(6-(4-chlorobenzyl)-2-isobutyryl-7,10-dioxo-2,6,9-triazaspiro[4.5]decan-9-yl)-3-fluorobenzonitrile ClC1=CC=C(CN2[C@@]3(CCN(C3)C(C(C)C)=O)C(N(CC2=O)C2=C(C=C(C#N)C=C2)F)=O)C=C1